ClC1=C(C=CC(=C1OC)OC)C1CC(CC(C1)=O)=O 5-(2-chloro-3,4-dimethoxyphenyl)-1,3-cyclohexanedione